C(C)NC(=O)NC(C=1C=NC=CC1)C1=CC(=C2C=CC=NC2=C1O)C 1-ethyl-3-((8-hydroxy-5-methylquinolin-7-yl)(pyridin-3-yl)methyl)urea